tert-butyl (S)-(1-(5-(4-(1-(dimethylamino)cyclobutyl)phenyl)-3-methylthiophene-2-carbonyl)pyrrolidin-3-yl)carbamate CN(C1(CCC1)C1=CC=C(C=C1)C1=CC(=C(S1)C(=O)N1C[C@H](CC1)NC(OC(C)(C)C)=O)C)C